9-{1-[2-amino-3-hydroxy-2-(hydroxymethyl)propyl]azetidin-3-yl}oxy-5,5-dihydroxy-6-oxa-5-boranuidatricyclo[5.4.0.02,4]undeca-1(7),8,10-triene-8-carboxylate NC(CN1CC(C1)OC1=C(C=2O[B-](C3CC3C2C=C1)(O)O)C(=O)[O-])(CO)CO